ClC1=C(C=2N=C(N=C(C2C=N1)N1C[C@@H]2C([C@@H]2C1)NC(OCC1=CC=CC=C1)=O)OC[C@]12CCCN2C[C@@H](C1)F)F Benzyl ((1R,5S,6S)-3-(7-chloro-8-fluoro-2-(((2R,7aS)-2-fluorohexahydro-1H-pyrrolizin-7a-yl)methoxy)pyrido[4,3-d]pyrimidin-4-yl)-3-azabicyclo[3.1.0]hexan-6-yl)carbamate